2-[3-ethylsulfonyl-5-(2-methoxy-1-methyl-ethoxy)-2-pyridinyl]-7-(trifluoromethyl)imidazo[1,2-c]pyrimidine C(C)S(=O)(=O)C=1C(=NC=C(C1)OC(COC)C)C=1N=C2N(C=NC(=C2)C(F)(F)F)C1